2,3,4,2'-tetrahydroxy-4'-methylbenzophenone OC1=C(C(=O)C2=C(C=C(C=C2)C)O)C=CC(=C1O)O